N-[(1S,2S)-2-[(4-fluorophenoxy)methyl]cyclopentyl]-5-methyl-2-(triazol-2-yl)benzamide FC1=CC=C(OC[C@@H]2[C@H](CCC2)NC(C2=C(C=CC(=C2)C)N2N=CC=N2)=O)C=C1